ClC=1C(=C(O)C=CC1C(C)(C)C1=CC=C(C=C1)O)Cl dichlorobisphenol A